(R)-4-(6-((4-cyano-2-fluorophenoxy)methyl)-5-fluoropyridin-2-yl)-2-(hydroxymethyl)-2,5-dihydro-1H-pyrrole-1-carboxylic acid tert-butyl ester C(C)(C)(C)OC(=O)N1[C@H](C=C(C1)C1=NC(=C(C=C1)F)COC1=C(C=C(C=C1)C#N)F)CO